C(CC(O)(C(=O)[O-])CC(=O)[O-])(=O)OC\C=C(/C)\CCC=C(C)C monogeranyl citrate